S-(2-bromoethyl) benzenesulfonothioate C1(=CC=CC=C1)S(=O)(SCCBr)=O